BrC1=NC=C(C(=C1)N1N=CC(=C(C1=O)Cl)Cl)C (2-bromo-5-methylpyridin-4-yl)-4,5-dichloropyridazin-3(2H)-one